3-(2-(5-(4-hydroxybenzylidene)-3-(3-trifluoromethylphenyl)-4-oxothiazolidin-2-ylidene)hydrazono)-5-chloro-1H-indol-2-one OC1=CC=C(C=C2C(N(C(S2)=NN=C2C(NC3=CC=C(C=C23)Cl)=O)C2=CC(=CC=C2)C(F)(F)F)=O)C=C1